FC=1C=C(C(=O)N2[C@@H](CCC2)C=2N=NN(C2)[C@@H](CC(=O)NO)CC2=CC3=CC=CC=C3C=C2)C=CC1F (3R)-3-[4-[(2S)-1-(3,4-difluorobenzoyl)pyrrolidin-2-yl]triazol-1-yl]-4-(2-naphthyl)butanehydroxamic acid